(S)-6'-(2-amino-2-cycloheptylacetamido)-2,4-dimethyl-[3,3'-bipyridine] 1-oxide N[C@H](C(=O)NC1=CC=C(C=N1)C=1C(=[N+](C=CC1C)[O-])C)C1CCCCCC1